1-(4-{2-[1-(2-Methoxy-ethyl)-3-methyl-1H-pyrazol-4-ylamino]-thiazol-4-yl}-phenyl)-4-(R)-methyl-imidazolidin-2-one COCCN1N=C(C(=C1)NC=1SC=C(N1)C1=CC=C(C=C1)N1C(N[C@@H](C1)C)=O)C